(E)-pyridin-2-yl-ethanone N1=C(C=CC=C1)C(C)=O